tert-butyl (6-((2-(2,6-dimethylmorpholino) quinazolin-6-yl)amino)spiro[3.3]heptan-2-yl)carbamate CC1OC(CN(C1)C1=NC2=CC=C(C=C2C=N1)NC1CC2(CC(C2)NC(OC(C)(C)C)=O)C1)C